1-(tert-butyl)-3-(2-((4-(diethylamino)butyl)amino)-6-(3,5-dimethoxyphenyl)pyrido[2,3-d]pyrimidin-7-yl)urea C(C)(C)(C)NC(=O)NC=1C(=CC2=C(N=C(N=C2)NCCCCN(CC)CC)N1)C1=CC(=CC(=C1)OC)OC